NC=1C=C(C=C(C1)C(C(C)(C)O)(F)F)[C@@H](C)NC1=NC(=NC2=CC=C(C=C12)OCCOC)C (R)-4-((1-(3-amino-5-(1,1-difluoro-2-hydroxy-2-methylpropyl)phenyl)ethyl)amino)-6-(2-Methoxyethoxy)-2-methylquinazoline